BrCC1=CC(=C(C=C1)C1=CC(=NC=C1F)OC)[C@H](C(C)(C)C)OC (S)-4-(4-(bromomethyl)-2-(1-methoxy-2,2-dimethylpropyl)phenyl)-5-fluoro-2-methoxypyridine